rac-(1-(3-chloro-4-(methoxymethoxy)phenyl)-5-methyl-1H-1,2,3-triazol-4-yl)(6-chloroimidazo[1,5-a]pyridin-5-yl)methanol ClC=1C=C(C=CC1OCOC)N1N=NC(=C1C)[C@H](O)C1=C(C=CC=2N1C=NC2)Cl |r|